C1(=CC=C(C=C1)COC=1C=C(C=C(C(=O)O)C1)C(=O)O)COC=1C=C(C=C(C(=O)O)C1)C(=O)O 5,5'-((1,4-phenylenebis(methylene))bis(oxy))diisophthalic acid